CC1=C(C=C(C=C1)NC(=O)N1C[C@@H](CC1)CC(F)(F)F)C1=CC(=NC(=C1)N1CCOCC1)NC1(COCC1)C (3S)-N-(4-methyl-3-[2-[(3-methyloxolan-3-yl)amino]-6-(morpholin-4-yl)pyridin-4-yl]phenyl)-3-(2,2,2-trifluoroethyl)pyrrolidine-1-carboxamide